[Si](C1=CC=CC=C1)(C1=CC=CC=C1)(C(C)(C)C)OCCN(CCCCCCCCCCO)CCCCCCCC\C=C/C\C=C/CCCCC 10-((2-((Tert-butyldiphenylsilyl)oxy)ethyl)((9Z,12Z)-octadeca-9,12-dien-1-yl)amino)decan-1-ol